C(C1=CC=C(C=C1)OC)(=O)N(C=1C=C(C(=NC1OC)CO)F)C(C1=CC=C(C=C1)OC)=O [5-[bis(p-anisoyl)amino]-3-fluoro-6-methoxy-2-pyridinyl]methanol